Tris(benzyltriazolylmethyl)amine C1=CC=C(C=C1)CN2C=C(N=N2)CN(CC3=CN(N=N3)CC4=CC=CC=C4)CC5=CN(N=N5)CC6=CC=CC=C6